(2S)-4-((2-(2,2-difluorocyclopropoxy)ethyl)(4-(5,6,7,8-tetrahydro-1,8-naphthyridin-2-yl)butyl)amino)-2-((7-fluoro-2-methylquinazolin-4-yl)amino)butanoic acid FC1(C(C1)OCCN(CC[C@@H](C(=O)O)NC1=NC(=NC2=CC(=CC=C12)F)C)CCCCC1=NC=2NCCCC2C=C1)F